ClC1=CC=C(CC(C(=O)N(C2=CC=CC=C2)C2=CC=C(C=C2)O)CO)C=C1 2-(4-chlorobenzyl)-3-hydroxy-N-(4-hydroxyphenyl)-N-phenylpropionamide